N-[(4-Chlorophenyl)-methyl]-2-ethylsulfanyl-6-[(2S)-2-(methoxymethyl)-morpholin-4-yl]-4-methyl-pyridine-3-carboxylic acid amide ClC1=CC=C(C=C1)CNC(=O)C=1C(=NC(=CC1C)N1C[C@H](OCC1)COC)SCC